C(C1=CC=CC=C1)N1CCC(CC1)(C(=O)N)C1=NC=C(C=C1F)Cl 1-benzyl-4-(5-chloro-3-fluoro-2-pyridinyl)piperidine-4-carboxamide